OC1(CCNCC1)C(=O)N1CCN(CC1)C(=O)C1=C(C=C(C=C1)NC(=O)C1=NC=C2N1CCCC1=C2C=CC(=C1)OC)C N-[4-[4-(4-hydroxypiperidine-4-carbonyl)piperazine-1-carbonyl]-3-methyl-phenyl]-9-methoxy-6,7-dihydro-5H-imidazo[5,1-a][2]benzazepine-3-carboxamide